NC1=C(C=C(C=C1)C=1SC(=CC1)Cl)NC(OCC1CCN(CC1)C)=O (1-Methylpiperidin-4-yl)methyl (2-amino-5-(5-chlorothiophen-2-yl)phenyl)carbamate